(2-([METHYL(PYRIDIN-3-YLMETHYL)AMINO]METHYL)PHENYL)BORANEDIOL CN(CC=1C=NC=CC1)CC1=C(C=CC=C1)B(O)O